1-cyclobutyl-N-[3-(7-{[(3S,4R)-3-fluoro-1-methylpiperidin-4-yl]amino}-3-(2,2,2-trifluoroethyl)pyrazolo[1,5-a]pyridin-2-yl)prop-2-yn-1-yl]-1H-pyrazole-4-carboxamide C1(CCC1)N1N=CC(=C1)C(=O)NCC#CC1=NN2C(C=CC=C2N[C@H]2[C@H](CN(CC2)C)F)=C1CC(F)(F)F